COC1C2=CC=CC=C2C=2C=C(C=CC12)C(=O)O 9-methoxy-9H-fluorene-3-carboxylic acid